C(C)(C)(C)[S@@](=O)N[C@@H]1C[C@H](CC12CCN(CC2)C(=O)OC(C)(C)C)O tert-butyl (1R,3S)-1-(((R)-tert-butylsulfinyl)amino)-3-hydroxy-8-azaspiro[4.5]decane-8-carboxylate